4-bromo-3-(bromomethyl)-2-butenoic acid BrCC(=CC(=O)O)CBr